acryloxyethyl-oxetane C(C=C)(=O)OCCC1OCC1